ClC=1C=C(CNC(OC(C)(C)C)=O)C=CC1B1OC(C(O1)(C)C)(C)C tert-butyl (3-chloro-4-(4,4,5,5-tetramethyl-1,3,2-dioxaborolan-2-yl)benzyl)carbamate